ClC1=NC(=NC(=C1)OCC1COC1)N(C1C[C@H]2CCC[C@@H](C1)N2C(CC2CC2)=O)C 1-((1R,3s,5S)-3-((4-chloro-6-(oxetan-3-ylmethoxy)pyrimidin-2-yl)(methyl)amino)-9-azabicyclo[3.3.1]nonan-9-yl)-2-cyclopropylethan-1-one